C1(CC1)CN1C=C(C2=NN(C(C(=C21)C=2C=NC(=CC2)C2CC2)=O)C2=CC1=CN(N=C1C=C2)C)CC 5-(cyclopropylmethyl)-4-(6-cyclopropylpyridin-3-yl)-7-ethyl-2-(2-methyl-2H-indazol-5-yl)-2H,3H,5H-pyrrolo[3,2-c]pyridazin-3-one